BrC=1C=NN2C1N=C(C=C2NCC2CC(C2)(O)C)Cl (1s,3s)-3-(((3-bromo-5-chloropyrazolo[1,5-a]pyrimidin-7-yl)amino)methyl)-1-methylcyclobutanol